4-[[5-(4-chloro-2-fluoro-anilino)-4-fluoro-3-pyridinyl]methyl]-3-fluoro-pyridin-2-amine ClC1=CC(=C(NC=2C(=C(C=NC2)CC2=C(C(=NC=C2)N)F)F)C=C1)F